2-((4-(3-aminophenoxy)benzyl)oxy)acetaldehyde NC=1C=C(OC2=CC=C(COCC=O)C=C2)C=CC1